4-fluorophenethylamine hydroiodide I.FC1=CC=C(CCN)C=C1